ClC=1C(=C(C=CC1)CNC(=O)C1NC(OC1)=O)F N-(3-chloro-2-fluorophenylmethyl)-2-oxooxazolidine-4-carboxamide